6-(3-amino-3-methyl-8-azabicyclo[3.2.1]oct-8-yl)-3-(3,4-dichloro-2-methyl-2H-indazole-5-yl)-1H-pyrazolo[3,4-d]pyrimidine-4-carbonitrile NC1(CC2CCC(C1)N2C2=NC(=C1C(=N2)NN=C1C1=C(C2=C(N(N=C2C=C1)C)Cl)Cl)C#N)C